tert-butyl-N-{[(3aR,4R,6R,6aS)-6-{4-chloro-5-iodopyrrolo[2,3-d]pyrimidin-7-yl}-2,2-dimethyl-tetrahydro-3aH-cyclopenta[d][1,3]dioxol-4-yl]methyl}carbamate C(C)(C)(C)OC(NC[C@H]1C[C@H]([C@@H]2OC(O[C@@H]21)(C)C)N2C=C(C1=C2N=CN=C1Cl)I)=O